COC(=O)C1=C(C=CC=C1)C=CC(=O)O 3-(2-(methoxycarbonyl)phenyl)acrylic acid